N-(6-(1-Methyl-1H-pyrazol-4-yl)isoquinolin-3-yl)-4-(piperidin-4-yloxy)Benzamide CN1N=CC(=C1)C=1C=C2C=C(N=CC2=CC1)NC(C1=CC=C(C=C1)OC1CCNCC1)=O